tert-butyl (3R)-3-[[5-(2,4-difluoro-5-methyl-phenyl)imidazo[1,2-a]pyrazin-8-yl]amino]pyrrolidine-1-carboxylate FC1=C(C=C(C(=C1)F)C)C1=CN=C(C=2N1C=CN2)N[C@H]2CN(CC2)C(=O)OC(C)(C)C